7-isopropoxy-N-(pyrazolo[1,5-a]pyrimidin-3-yl)imidazo[1,2-a]pyridine-6-carboxamide C(C)(C)OC1=CC=2N(C=C1C(=O)NC=1C=NN3C1N=CC=C3)C=CN2